FC=1C=C(C=C(C1C)NC(=O)C1=CN=C2N1C=CC=C2)C2=NOC(=N2)C2CN(C2)C(=O)OCCOC 2-methoxyethyl 3-(3-(3-fluoro-5-(imidazo[1,2-a]pyridine-3-carboxamido)-4-methylphenyl)-1,2,4-oxadiazol-5-yl)azetidine-1-carboxylate